5-(((2-Acetyl-11,11-dideutero-9-oxo-2,3,4,9,11,11a-hexahydro-1H-pyrazino[1',2':3,4]imidazo[1,2-c]pyrimidin-7-yl)oxy)methyl)-2-fluorobenzonitrile C(C)(=O)N1CC2N(C=3N(C(N=C(C3)OCC=3C=CC(=C(C#N)C3)F)=O)C2([2H])[2H])CC1